C[C@@H]1N(CC[C@H]2[C@@H](CCC[C@H]12)[C@@H](C(F)(F)F)O)C(CC1=C(C#N)C=CC(=C1Cl)OC)=O 2-[2-[(1S,4aR,5R,8aS)-1-methyl-5-[(1S)-2,2,2-trifluoro-1-hydroxy-ethyl]-3,4,4a,5,6,7,8,8a-octahydro-1H-isoquinolin-2-yl]-2-oxo-ethyl]-3-chloro-4-methoxybenzonitrile